5,7-difluoro-4-oxo-1,4-dihydroquinolin-2-yl-4-((2,2,2-trifluoroethyl)sulfinyl)benzonitrile FC1=C2C(C=C(NC2=CC(=C1)F)C1=C(C#N)C=CC(=C1)S(=O)CC(F)(F)F)=O